C=CCCCCCC cis-octene